C(C)OC(=O)C1N(CCC1)C(=O)N1C(N(C2=NC(=NC(=C12)N)NS(=O)(=O)CCC)CC1=CC=CC=C1)=O 1-[6-amino-9-benzyl-8-oxo-2-(propylsulfonylamino)purine-7-carbonyl]pyrrolidine-2-carboxylic acid ethyl ester